OC(COCC(COCC(CO)O)(COCC(CO)O)COC1=CC=C(C=C1)\C=C\C1=CC(=CC(=C1)OC)OC)CO (E)-3,3'-((2-((2,3-dihydroxypropoxy)methyl)-2-((4-(3,5-dimethoxystyryl)phenoxy)methyl)propane-1,3-diyl)bis(oxy))bis(propane-1,2-diol)